2-(1,4-dioxaspiro[4.5]dec-7-en-8-yl)pyrimidin O1CCOC12CC=C(CC2)C2=NC=CC=N2